N,N'-di-[2-(p-ethoxybenzenesulfonyloxy)phenyl]urea C(C)OC1=CC=C(C=C1)S(=O)(=O)OC1=C(C=CC=C1)NC(=O)NC1=C(C=CC=C1)OS(=O)(=O)C1=CC=C(C=C1)OCC